N-[(2,4-DIMETHOXYPHENYL)METHYL]-5-FLUORO-7-[2-METHOXY-5-(4,4,5,5-TETRAMETHYL-1,3,2-DIOXABOROLAN-2-YL)PHENYL]CINNOLIN-4-AMINE Palladium(II) diacetate C(C)(=O)[O-].C(C)(=O)[O-].[Pd+2].COC1=C(C=CC(=C1)OC)CNC1=CN=NC2=CC(=CC(=C12)F)C1=C(C=CC(=C1)B1OC(C(O1)(C)C)(C)C)OC